laurylcarboxymethyl-hydroxyethyl-imidazolium C(CCCCCCCCCCC)C=1[N+](=C(NC1)CCO)CC(=O)O